N-[[6-(4-Chlorophenoxy)-2-pyridyl]sulfonyl]-2-(2,2,4-trimethylpyrrolidin-1-yl)pyridin-3-carboxamid ClC1=CC=C(OC2=CC=CC(=N2)S(=O)(=O)NC(=O)C=2C(=NC=CC2)N2C(CC(C2)C)(C)C)C=C1